2-(2-((3-Cyano-4-(5-(6-((6-methoxypyridin-3-yl)methyl)-3,6-diazabicyclo[3.1.1]Hept-3-yl)pyrazin-2-yl)pyrazolo[1,5-a]pyridin-6-yl)oxy)ethyl)octahydro-1h-isoindole C(#N)C=1C=NN2C1C(=CC(=C2)OCCN2CC1CCCCC1C2)C2=NC=C(N=C2)N2CC1N(C(C2)C1)CC=1C=NC(=CC1)OC